FC(S(=O)(=O)[O-])(F)F.[Cu+2].C(C)(C)(C=1OC[C@H](N1)C1=CC=CC=C1)C=1OC[C@H](N1)C1=CC=CC=C1.FC(S(=O)(=O)[O-])(F)F (+)-2,2'-Isopropylidenebis[(4R)-4-phenyl-2-oxazoline] Copper(II) trifluoromethanesulfonate